tert-butyl 2-(4-(3-iodo-1H-indazol-1-yl)phenoxy)acetate IC1=NN(C2=CC=CC=C12)C1=CC=C(OCC(=O)OC(C)(C)C)C=C1